1,2,3,4-tetrahydroquinoline-6-carboxylic acid methyl ester COC(=O)C=1C=C2CCCNC2=CC1